(3R)-3-[methyl-(2-nitrophenyl)sulfonylamino]butanoic acid methyl ester COC(C[C@@H](C)N(S(=O)(=O)C1=C(C=CC=C1)[N+](=O)[O-])C)=O